2-(6-(5-fluoro-4-((1-methyl-1H-indazol-5-yl)methoxy)pyrimidin-2-yl)-6-azaspiro[2.5]oct-1-yl)-1-((S)-oxetan-2-ylmethyl)-1H-benzo[d]imidazole-6-carboxylic acid methyl ester COC(=O)C=1C=CC2=C(N(C(=N2)C2CC23CCN(CC3)C3=NC=C(C(=N3)OCC=3C=C2C=NN(C2=CC3)C)F)C[C@H]3OCC3)C1